CN1N=C(C2=CC=CC(=C12)[N+](=O)[O-])NCCC(=O)O 3-((1-methyl-7-nitro-1H-indazol-3-yl)amino)propionic acid